ClC1=C(C(=NN1C)C(F)(F)F)C(=O)N 5-chloro-1-methyl-3-trifluoromethylpyrazol-4-ylcarboxamide